FC=1C=C2C=C(NC2=CC1OCC1=NN(N=C1)C)CN (5-fluoro-6-((2-methyl-2H-1,2,3-triazol-4-yl)methoxy)-1H-indol-2-yl)methanamine